(E)-3-(2-bromo-4,5-dimethoxyphenyl)-1-(9H-pyrido[3,4-b]indol-1-yl)prop-2-en-1-one BrC1=C(C=C(C(=C1)OC)OC)/C=C/C(=O)C1=NC=CC2=C1NC1=CC=CC=C21